2-acrylamido-2-methyl-1-propansulfonic acid C(C=C)(=O)NC(CS(=O)(=O)O)(C)C